O=C(CC(C)OC1CCC=2C1=NNC(C2C(F)(F)F)=O)N2CCN(CC2)C2=NC=C(C=N2)C(F)(F)F 7-((4-oxo-4-(4-(5-(trifluoromethyl)pyrimidin-2-yl)piperazin-1-yl)butan-2-yl)oxy)-4-(trifluoromethyl)-2,5,6,7-tetrahydro-3H-cyclopenta[c]pyridazin-3-one